5-(4-(1,1-Dioxo-4-oxo-1,2,5-thiadiazolidin-2-yl)-3-fluoro-5-hydroxyphenyl)-N-(1-(methylsulfonyl)piperidin-4-yl)furan-2-carboxamide O=S1(N(CC(N1)=O)C1=C(C=C(C=C1O)C1=CC=C(O1)C(=O)NC1CCN(CC1)S(=O)(=O)C)F)=O